ClC1=CC=C(C=C1)C1=CC(=NN1CC1=C(C=CC=C1)Cl)COC1(CC1)C(=O)O 1-[[5-(4-Chlorophenyl)-1-[(2-chlorophenyl)methyl]pyrazol-3-yl]methoxy]cyclopropanecarboxylic acid